C(C)(=O)C1=C(C=CC=C1)NC(=O)C=1C(=NC(=C(C1)Br)C(C)(C)C)Cl N-(2-acetylphenyl)-5-bromo-6-tert-butyl-2-chloro-pyridine-3-carboxamide